tert-Butoxystyrol C(C)(C)(C)OC=CC1=CC=CC=C1